N-[2-(Ethyl-methyl-amino)-7-fluoro-4-oxo-4H-quinazolin-3-yl]-2-(4-methylsulfanyl-phenyl)-acetamide C(C)N(C1=NC2=CC(=CC=C2C(N1NC(CC1=CC=C(C=C1)SC)=O)=O)F)C